4-(bromomethyl)-2-methyl-Benzoic acid methyl ester COC(C1=C(C=C(C=C1)CBr)C)=O